1H-imidazole-4-carbonyl chloride N1C=NC(=C1)C(=O)Cl